FC1=C(N)C=CC(=C1C)C(F)(F)F 2-fluoro-3-methyl-4-(trifluoromethyl)aniline